N(=O)N(CC(=O)O)C#P=O N-nitroso-N-(phosphorylmethyl)glycine